tert-Butyl 4-hydroxy-5-((2-methoxyphenyl)carbamothioyl)-6-oxo-3,6-dihydropyridine-1(2H)-carboxylate OC=1CCN(C(C1C(NC1=C(C=CC=C1)OC)=S)=O)C(=O)OC(C)(C)C